1-(2-methyl-1,3-dioxolan-4-yl)ethane-1-thione CC1OCC(O1)C(C)=S